1-[4-methoxy-2-methyl-5-(trifluoromethyl)phenyl]-3-[(1S)-1-(2-pyrimidin-2-yl-1,2,4-triazol-3-yl)ethyl]urea COC1=CC(=C(C=C1C(F)(F)F)NC(=O)N[C@@H](C)C=1N(N=CN1)C1=NC=CC=N1)C